N1C(=CC2=CC=CC=C12)CN1CCN(CC1)C1=NC=NC=C1O 4-(4-((1H-indol-2-yl)methyl)piperazin-1-yl)pyrimidin-5-ol